OC1(CCC1)C1=CC=C(C=N1)N1CC=2C(=NC=CC2C1=O)C1=C(C=CC=C1)OCC(F)(F)F 2-[6-(1-hydroxycyclobutyl)pyridin-3-yl]-4-[2-(2,2,2-trifluoroethoxy)phenyl]-2,3-dihydro-1H-pyrrolo[3,4-c]pyridin-1-one